FC(C1(CC1)NC(OC(C)(C)C)=O)(F)F tert-butyl (1-(trifluoromethyl) cyclopropyl)carbamate